C(C)(=O)C=1C(=NC(=CC1)N1C=NC2=C1C=CC(=C2)NC=2N=NC(=CC2)C(F)F)N2N=C(C=C2C)C#N 1-[3-acetyl-6-[5-[[6-(difluoromethyl)pyridazin-3-yl]amino]benzimidazol-1-yl]-2-pyridyl]-5-methyl-pyrazole-3-carbonitrile